C(CCCCCCCCCCCCCCCCCCCCCC)NC(=O)N n-tricosyl-urea